5-(pyrazolo[1,5-a]pyridin-5-yl)-7H-pyrrolo[2,3-d]pyrimidine N1=CC=C2N1C=CC(=C2)C2=CNC=1N=CN=CC12